p-phenyl-5-hydroxypyridine C1(=CC=CC=C1)C1=CC=NC=C1O